5-Bromo-4-methoxypyrrolo[2,1-f][1,2,4]triazine BrC=1C=CN2N=CN=C(C21)OC